N[C@@H]1CN(CCC1)C1=CC(=NC=C1C=1C=NN(C1)C1CCOCC1)NC1=NC(=C(C(=O)N(C)C)C=C1)C1=C(C=CC=C1OC)F 6-((4-((S)-3-aminopiperidin-1-yl)-5-(1-(tetrahydro-2H-pyran-4-yl)-1H-pyrazol-4-yl)pyridin-2-yl)amino)-2-(2-fluoro-6-methoxyphenyl)-N,N-dimethylnicotinamide